4-(2-fluoro-4-(6-(((1S,2S,3R,5R)-2-fluoro-8-azabicyclo[3.2.1]octan-3-yl)(methyl)amino)pyridazin-3-yl)-5-hydroxyphenyl)-1-methylpyridin-2(1H)-one FC1=C(C=C(C(=C1)C=1N=NC(=CC1)N(C)[C@H]1[C@H]([C@@H]2CC[C@H](C1)N2)F)O)C2=CC(N(C=C2)C)=O